FC=1C(=NC(=NC1)NC1=CC(=C(C=C1)N1CCN(CC1)C)F)NC1=CC=C(C(=O)NN)C=C1 4-((5-fluoro-2-((3-fluoro-4-(4-methylpiperazin-1-yl)phenyl)amino)pyrimidin-4-yl)amino)benzoyl-hydrazine